3-bromo-2-(3,3-difluorocyclobutane-1-carboxamido)-N,5-dimethylbenzamide BrC=1C(=C(C(=O)NC)C=C(C1)C)NC(=O)C1CC(C1)(F)F